(S)-5-(2-(4-Fluoro-3-methylphenyl)pyridin-3-yl)-N-(quinuclidin-3-yl)pyrazolo[1,5-a]pyridine-3-carboxamide FC1=C(C=C(C=C1)C1=NC=CC=C1C1=CC=2N(C=C1)N=CC2C(=O)N[C@@H]2CN1CCC2CC1)C